ornithine methacrylamide C(C(=C)C)(=O)N.N[C@@H](CCCN)C(=O)O